C(C1=CC=CC=C1)NC(N(C1=NC=C(C=C1)C=1C=NN(C1)C)[C@@H]1CC[C@H](CC1)NC1=NC=C(C(=N1)C1=CC(=NN1C)C)C#N)=O 3-benzyl-1-(trans-4-((5-cyano-4-(1,3-dimethyl-1H-pyrazol-5-yl)pyrimidin-2-yl)amino)-cyclohexyl)-1-(5-(1-methyl-1H-pyrazol-4-yl)pyridin-2-yl)urea